BrC1=C(C=C(C(=O)N2CC=3N(CC2)C(N(C3C(=O)NCC3=C(C=CC=C3)C=3N=COC3)C3=CC=C(C=C3)OCC(F)(F)F)=O)C=C1)Cl 7-(4-bromo-3-chloro-benzoyl)-N-[(2-oxazol-4-ylphenyl)methyl]-3-oxo-2-[4-(2,2,2-trifluoroethoxy)phenyl]-6,8-dihydro-5H-imidazo[1,5-a]pyrazine-1-carboxamide